3-amino-4-(cyclohexyloxy)-N-(methylsulfonyl)benzamide NC=1C=C(C(=O)NS(=O)(=O)C)C=CC1OC1CCCCC1